CN1C2=C(C=3C=CC=CC13)N=NC=N2 5-methyl-5H-[1,2,4]triazino[5,6-b]indol